FC(C1=CC2=C(SC(=C2)C(N[C@H](C(N2[C@@H](CCC2)C(=O)N2C[C@H](OCC2)C2=CC=CC=C2)=O)CC2=CC(=CC=C2)[N+](=O)[O-])=O)C=C1)(F)P(O)(O)=O (difluoro(2-(((S)-3-(3-nitrophenyl)-1-oxo-1-((S)-2-((R)-2-phenylmorpholine-4-carbonyl)pyrrolidin-1-yl)propan-2-yl)carbamoyl)benzo[b]thiophen-5-yl)methyl)phosphonic acid